1,2,3,4,5-pentaphenyl-1-(di-tert-butylphosphino)ferrocene CC(C)(C)P(C1=CC=C[CH-]1)C(C)(C)C.C1=CC=C(C=C1)[C-]2C(=C(C(=C2C3=CC=CC=C3)C4=CC=CC=C4)C5=CC=CC=C5)C6=CC=CC=C6.[Fe+2]